N-[(3S,5R)-1-benzoyl-5-(methylamino)pyrrolidin-3-yl]-3-[3-(3,5-dimethyl-1H-pyrazol-1-yl)phenyl]imidazo[1,2-a]pyridine-7-carboxamide C(C1=CC=CC=C1)(=O)N1C[C@H](C[C@@H]1NC)NC(=O)C1=CC=2N(C=C1)C(=CN2)C2=CC(=CC=C2)N2N=C(C=C2C)C